2-amino-7-fluoro-1-(3-methoxy-2,6-dimethyl-phenyl)-4-methyl-pyrrolo[3,2-c]pyridine-3-carbonitrile NC1=C(C=2C(=NC=C(C2N1C1=C(C(=CC=C1C)OC)C)F)C)C#N